3-(2H-1,2,3-triazol-2-yl)-5-(trifluoromethyl)benzoic acid N=1N(N=CC1)C=1C=C(C(=O)O)C=C(C1)C(F)(F)F